NC=1C=C(C(=C(C1)[C@@H](C)NC(=O)C1=NN(C(C=C1)=O)C1=C(C=CC=C1)F)F)C#N N-[(1R)-1-(5-amino-3-cyano-2-fluoro-phenyl)ethyl]-1-(2-fluorophenyl)-6-oxo-pyridazine-3-carboxamide